2-(bromomethyl)pyridine hydrogen bromide Br.BrCC1=NC=CC=C1